(S)-4-(4-fluorobenzyl)-N-(7-((3-hydroxyoxetan-3-yl)ethynyl)-5-methyl-4-oxo-2,3,4,5-tetrahydrobenzo[b][1,4]oxazepin-3-yl)pyridineamide FC1=CC=C(CC2=CC(=NC=C2)C(=O)N[C@@H]2C(N(C3=C(OC2)C=CC(=C3)C#CC3(COC3)O)C)=O)C=C1